C(CCC)OC(=O)N1C[C@@H]([C@H](CC1)CN)O (3R,4R)-4-(aminomethyl)-3-hydroxypiperidine-1-carboxylic acid butyl ester